CC1=CC2[C@H](C(OC=3C=C(C=C(C23)O)C\C=C\CC)=C)CC1 (6Ar)-9-methyl-6-methylidene-3-[(E)-pent-2-enyl]-6a,7,8,10a-tetrahydrobenzo[c]chromen-1-ol